strontium-magnesium-zinc-cobalt-copper [Cu].[Co].[Zn].[Mg].[Sr]